6-(trifluoromethyl)pyridinecarboxamide formate C(=O)O.FC(C1=CC=CC(=N1)C(=O)N)(F)F